5-(OXAZOL-5-YL)THIOPHEN-2-YLBORONIC ACID O1C=NC=C1C1=CC=C(S1)B(O)O